3-(dimethylamino)propyl 4-((4-(bis(2-((tert-butyldimethylsilyl)oxy) dodecyl)amino)butanoyl)oxy)-3,5-dimethoxybenzoate [Si](C)(C)(C(C)(C)C)OC(CN(CCCC(=O)OC1=C(C=C(C(=O)OCCCN(C)C)C=C1OC)OC)CC(CCCCCCCCCC)O[Si](C)(C)C(C)(C)C)CCCCCCCCCC